5-[(3-bromophenyl)cyclopropylmethyl]-4-methyl-4H-1,2,4-triazol-3-thiol BrC=1C=C(C=CC1)C(C=1N(C(=NN1)S)C)C1CC1